4-(4-dimethylaminostyryl)quinoline hydrochloride Cl.CN(C1=CC=C(C=CC2=CC=NC3=CC=CC=C23)C=C1)C